N,2,3-trimethyl-2-isopropylbutyramide CNC(C(C(C)C)(C(C)C)C)=O